O1C(=CC=C1)C=1C=C(CN2CCN(CC2)CC=2C=C3CN(C(C3=CC2)=O)C2C(NC(CC2)=O)=O)C=CC1 3-(5-((4-(3-(furan-2-yl)benzyl)piperazin-1-yl)methyl)-1-oxoisoindolin-2-yl)piperidine-2,6-dione